NC=1C(=NC(=NC1)NC1CCOCC1)NC1CCC(CC1)C(=O)N (1s,4s)-4-((5-amino-2-((tetrahydro-2H-pyran-4-yl)amino)pyrimidin-4-yl)amino)cyclohexanecarboxamide